NC=1C(=NON1)N1N=NC=C1CSC#N Thiocyanic acid, [1-(4-amino-1,2,5-oxadiazol-3-yl)-1H-1,2,3-triazol-5-yl]methyl ester